(5Z)-3-methyl-5-(isoquinolin-6-ylmethylene)-2-thioxo-imidazolin-4-one CN1C(N\C(\C1=O)=C/C=1C=C2C=CN=CC2=CC1)=S